2-{4-[(2S)-3-(tert-butoxy)-2-[(3R)-1-[(tert-butoxy)carbonyl]pyrrolidin-3-yl]-3-oxopropyl]phenyl}acetic acid C(C)(C)(C)OC([C@@H](CC1=CC=C(C=C1)CC(=O)O)[C@@H]1CN(CC1)C(=O)OC(C)(C)C)=O